N1=CC=CC2=CC(=CC=C12)C1=CC=C(N=N1)NC1[C@H]2CN(C[C@@H]12)CC1CCOCC1 (1S,5R)-N-[6-(6-quinolyl)pyridazin-3-yl]-3-(tetrahydropyran-4-ylmethyl)-3-azabicyclo[3.1.0]hexan-6-amine